[C@H]1([C@@H](O)[C@@H](O)[C@H](O)[C@H](O1)CO)OCCNC(CN([C@@H](C(=O)NCCC(=O)ON1C(CCC1=O)=O)CCN(CC(NCCO[C@@H]1[C@@H](O)[C@@H](O)[C@H](O)[C@H](O1)CO)=O)CC(NCCO[C@@H]1[C@@H](O)[C@@H](O)[C@H](O)[C@H](O1)CO)=O)CC(NCCO[C@@H]1[C@@H](O)[C@@H](O)[C@H](O)[C@H](O1)CO)=O)=O 2,5-Dioxopyrrolidin-1-yl (2R)-3-(2,4-bis{bis[2-({2-[(α-D-mannopyranosyl)oxy]ethyl} amino)-2-oxoethyl]amino}butanamido)propanoate